2,3,6-TRIFLUOROPYRIDINE-4-CARBOXALDEHYDE FC1=NC(=CC(=C1F)C=O)F